tert-butyl 4,7,10,13,16-pentaoxanonadec-18-ynoate C(CCOCCOCCOCCOCCOCC#C)(=O)OC(C)(C)C